NC1(C(CCCC1)N)N 1,2-Diaminocyclohexylamin